2-chloro-[(4-formylphenyl)oxy]benzene-1-carbaldehyde ClC1=C(C=CC=C1OC1=CC=C(C=C1)C=O)C=O